4-((3-bromo-7-hydroxy-5-((methoxycarbonyl)amino)-1H-pyrazolo[4,3-d]Pyrimidin-1-yl)methyl)-3-methoxybenzoic acid methyl ester COC(C1=CC(=C(C=C1)CN1N=C(C=2N=C(N=C(C21)O)NC(=O)OC)Br)OC)=O